5-[4-(3,5-dimethylpiperidin-1-yl)-4-oxobutyl]-4H,5H-pyrrolo[1,2-a]quinoxalin-4-one CC1CN(CC(C1)C)C(CCCN1C(C=2N(C3=CC=CC=C13)C=CC2)=O)=O